BrC1=CC2=C(C(=NO2)C=2C=CC(=C(C2)O)F)C=C1 5-(6-bromobenzo[d]isoxazol-3-yl)-2-fluorophenol